(5S)-5-quinolinol N1=CC=CC=2C(=CC=CC12)O